ClC1=C(C=CC=C1)N1C=2N(C3=C(C1=O)C=NC(=N3)NC3=CC=C(C=C3)N3CCN(CC3)C3=CC=C(C=C3)F)C=CN2 6-(2-chlorophenyl)-2-({4-[4-(4-fluorophenyl)piperazin-1-yl]phenyl}amino)imidazo[1,2-a]pyrimido[5,4-e]pyrimidin-5(6H)-one